5-(6,6-difluoro-bicyclo[3.1.0]hexane-1-yl)-7-(phenylsulfonyl)-7H-pyrrolo[2,3-d]pyrimidin-4-ol FC1(C2CCCC12C1=CN(C=2N=CN=C(C21)O)S(=O)(=O)C2=CC=CC=C2)F